COC1=CC=C(CN(C2=NC=C(C(=C2)C)C(F)(F)F)CC2=CC=C(C=C2)OC)C=C1 N,N-bis(4-methoxybenzyl)-4-methyl-5-trifluoromethylpyridin-2-amine